6-[4-[4-[(dimethylamino)methyl]-1-piperidinyl]-5,6-difluoro-8-(methylamino)-9H-pyrido[2,3-b]indol-3-yl]-1-methyl-4-oxo-1,8-naphthyridine-3-carboxylic acid CN(C)CC1CCN(CC1)C1=C(C=NC=2NC3=C(C=C(C(=C3C21)F)F)NC)C=2C=C1C(C(=CN(C1=NC2)C)C(=O)O)=O